COC=1C=CC=2C(C3=CC=C(C=C3OC2C1)OC)NC(=O)C=1C(NC(=CC1)C(F)(F)F)=O N-(3,6-dimethoxy-9H-xanthen-9-yl)-2-oxo-6-(trifluoromethyl)-1,2-dihydropyridine-3-carboxamide